FC1=CC=C(C=C1)N1N=C(C2=CC=CC=C2C1=O)C=1C=C(C=CC1)NS(=O)(=O)N(C)C (3-(3-(4-fluorophenyl)-4-oxo-3,4-dihydro-phthalazin-1-yl)phenyl)-dimethylaminosulfonamide